1-(4-(4-((3-Chloro-4-((1-methyl-1H-pyrazol-3-yl)oxy)phenyl)amino)pyrido[3,2-d]pyrimidin-6-yl)piperazin-1-yl)prop-2-en-1-one ClC=1C=C(C=CC1OC1=NN(C=C1)C)NC=1C2=C(N=CN1)C=CC(=N2)N2CCN(CC2)C(C=C)=O